O=C1NC(=NC2=CC=CC=C12)C(CC=O)C 3-(4-oxo-3H-quinazolin-2-yl)butanal